C(CCCCCCC\C=C\CCCCCCCC)(=O)OC(CCCCCC(OC(NCCCN(C)C)=O)CCCCCCOC(CCCCCCC\C=C\CCCCCCCC)=O)CCCN(C)C [3-(dimethylamino) propyl]-9-(6-{[(10E)-1-oxooctadec-9-enyl] oxy} hexyl)-2-methyl-7-oxo-2,6-diaza-8-oxapentadecan-15-yl (10E)-octadec-9-enoate